Racemic-2-(4-acryloyl-3,3-di-methylpiperazin-1-yl)-N-(1-hydroxyhexan-2-yl)-5H-pyrrolo[2,3-b]pyrazine-7-carboxamide C(C=C)(=O)N1C(CN(CC1)C=1N=C2C(=NC1)NC=C2C(=O)N[C@@H](CO)CCCC)(C)C |r|